2-((4-(4-((4-cyano-2-fluorobenzyl)oxy)-5-fluoropyrimidin-2-yl)cyclohex-3-en-1-yl)methyl)-3-(2-cyano-2-methylpropyl)-3H-imidazo[4,5-b]pyridine-5-carboxylic acid C(#N)C1=CC(=C(COC2=NC(=NC=C2F)C2=CCC(CC2)CC2=NC=3C(=NC(=CC3)C(=O)O)N2CC(C)(C)C#N)C=C1)F